C(C1=CC=CC=C1)OC1=C(C(OC12CCC(CC2)OC2CCN(CC2)CCOCCOCCOCCOCCOCC(=O)OC(C)(C)C)=O)C2=C(C=C(C=C2C)C)C tert-butyl 17-(4-(((5s,8s)-4-(benzyloxy)-3-mesityl-2-oxo-1-oxaspiro[4.5]dec-3-en-8-yl)oxy)piperidin-1-yl)-3,6,9,12,15-pentaoxaheptadecanoate